C(C)NCC N,N-di-ethylamin